4-((2-methylpyridin-4-yl)methyl)pyrrolidine-2-carboxamide CC1=NC=CC(=C1)CC1CC(NC1)C(=O)N